8-methyl-3-phenylquinoline CC=1C=CC=C2C=C(C=NC12)C1=CC=CC=C1